CC=1NC=C(N1)CCNC(=O)NCCC=1N=C(NC1)C N,N'-bis(2-methylimidazolyl-1-ethyl)urea